[Nb].[Cu].[Sn].[Sn].[Sn].[Nb] niobium tri-tin copper niobium